Dicyclohexyl(2',6'-dimethoxy[1,1'-biphenyl]-2-yl)phosphine C1(CCCCC1)P(C1=C(C=CC=C1)C1=C(C=CC=C1OC)OC)C1CCCCC1